1-(5-(5-Amino-2-chloro-4-fluoro-3-methylbenzamido)-4-(3,4-dimethylpiperazin-1-yl)-2-fluorophenyl)-1H-1,2,3-triazole-4-carboxylic acid NC=1C(=C(C(=C(C(=O)NC=2C(=CC(=C(C2)N2N=NC(=C2)C(=O)O)F)N2CC(N(CC2)C)C)C1)Cl)C)F